methyl methacrylate phenethyl-acetate C(CC1=CC=CC=C1)CC(=O)O.C(C(=C)C)(=O)OC